tert-butyl (Z)-1'-(((R)-tert-butylsulfinyl)imino)-1',3'-dihydro-8-azaspiro[bicyclo[3.2.1]octane-3,2'-indene]-8-carboxylate C(C)(C)(C)[S@@](=O)\N=C/1\C2(CC3=CC=CC=C13)CC1CCC(C2)N1C(=O)OC(C)(C)C